CC1=NC(=CC(=N1)NC1=C(C(=O)NOCC)C(=CC=N1)NC1=C(C(=CC=C1)C1=NC=CC=N1)OC)C ((2,6-dimethyl-pyrimidin-4-yl)amino)-N-ethoxy-4-((2-methoxy-3-(pyrimidin-2-yl)phenyl)amino)nicotinamide